C1(CC1)C1=CC=C(C2=CC=CC=C12)NC1=NC(=NC=C1)S 4-((4-Cyclopropylnaphthalen-1-yl)amino)pyrimidine-2-thiol